FC=1C=C(C=CC1)C1=C(C(=CC(=C1)C)C1=CC(=NC=C1)F)OC 3-fluoro-3'-(2-fluoropyridin-4-yl)-2'-methoxy-5'-methyl-[1,1'-biphenyl]